tert-butyl 3-((diphenylmethylene) amino)-6,7-dihydropyrazolo[1,5-a]pyrazine-5(4H)-carboxylate C1(=CC=CC=C1)C(C1=CC=CC=C1)=NC=1C=NN2C1CN(CC2)C(=O)OC(C)(C)C